C(C1=CC=CC=C1)OC1=CC=C(C=C1)B(O)O 4-benzyloxyphenyl-boronic acid